C(C)OC1=NC=CC=C1C1=CC(=C2C(=N1)C(=NN2C(C)C)C)NCC2=NC=NC(=C2)OC 5-(2-ethoxy-3-pyridinyl)-1-isopropyl-N-[(6-methoxypyrimidin-4-yl)methyl]-3-methyl-pyrazolo[4,3-b]pyridin-7-amine